fluoropyridinium chloride [Cl-].F[N+]1=CC=CC=C1